ClC=1C=C(C=C(C1)Cl)C(=O)N(O)C/C=C/P(OCC)(OCC)=O diethyl [(1E)-3-[1-(3,5-dichlorophenyl)-N-hydroxyformamido]prop-1-en-1-yl]phosphonate